ClC1=C(C=CC(=C1)Cl)[C@H](C)N (S)-1-(2,4-dichlorophenyl)ethylamine